1,3-bis(allylamino)propane sulfate S(=O)(=O)(O)O.C(C=C)NCCCNCC=C